CC1=NOC(=N1)N1C2CC(CC(C1)C2)N2CCC(CC2)N2N=CC=C2 6-(3-methyl-1,2,4-oxadiazol-5-yl)-3-[4-(1H-pyrazol-1-yl)piperidin-1-yl]-6-azabicyclo[3.2.1]octane